C(C)(C)(C)OC(NC=1C=CC(=C2C=NC=NC12)CC)=O (5-Ethylquinazolin-8-yl)carbamic acid tert-butyl ester